(5s,8s)-N-(3-chlorobenzyl)-5-fluoro-8-hydroxy-5,6,7,8-tetrahydroquinoline-5-carboxamide ClC=1C=C(CNC(=O)[C@]2(C=3C=CC=NC3[C@H](CC2)O)F)C=CC1